BrC=1C=C(C=C2N=CC(NC12)=O)C(=O)N(C)C 8-bromo-N,N-dimethyl-2-oxo-1,2-dihydroquinoxaline-6-carboxamide